FC1=CC=C(C=C1)C1=NC(=NO1)C=1C=C2C=CN(C2=CC1)C(C)C 5-(4-fluorophenyl)-3-(1-isopropyl-1H-indol-5-yl)-1,2,4-oxadiazole